3-Acrylamidopropionic acid C(C=C)(=O)NCCC(=O)O